(S)-N-(4-(3-chloro-4-fluorophenyl)thiazol-2-yl)-1-cyano-N-methylpyrrolidine-2-carboxamide ClC=1C=C(C=CC1F)C=1N=C(SC1)N(C(=O)[C@H]1N(CCC1)C#N)C